(S)-N-(3-((1-(6-(2-(ethyl(isopropyl)carbamoyl)-4-fluorophenoxy)-1,2,4-triazin-5-yl)pyrrolidin-3-yl)methyl)-3-azaspiro[5.5]undec-9-yl)thiazole-5-carboxamide C(C)N(C(=O)C1=C(OC2=C(N=CN=N2)N2C[C@@H](CC2)CN2CCC3(CC2)CCC(CC3)NC(=O)C3=CN=CS3)C=CC(=C1)F)C(C)C